C(C)(C)(C)OC(=O)N1C(CC(CC1)N1C(C(CC1)=C)=O)C(C)(C)C Tert-butyl-4-(3-methylene-2-oxopyrrolidin-1-yl)piperidine-1-carboxylic acid tert-butyl ester